C(C1=CC=CC=C1)(=O)C1=C(C(=CC(=C1)C(C1=CC=CC=C1)=O)OC)/N=C(\C)/C(/C)=N/C1=C(C=C(C=C1OC)C(C1=CC=CC=C1)=O)C(C1=CC=CC=C1)=O (2e,3e)-N2,N3-bis(2,4-dibenzoyl-6-methoxyphenyl)butane-2,3-diimine